Cl.C(C)[C@@H]1N(C[C@H](NC1)CC)C=1C2=C(N(C(N1)=O)C)C=CC(=N2)C#N 4-((2S,5R)-2,5-diethylpiperazin-1-yl)-1-methyl-2-oxo-1,2-dihydropyrido[3,2-d]pyrimidine-6-carbonitrile HCl salt